6-methoxy-2-methyl-2H-indazol-5-amine HCl salt Cl.COC=1C(=CC2=CN(N=C2C1)C)N